ClC1=C(C=C(C=C1C)C)C1=CC=C2C(C(COC2=C1)(C)C)NC(O[C@@H]1CN2CCC1CC2)=O (S)-quinuclidin-3-yl (7-(2-chloro-3,5-dimethyl phenyl)-3,3-dimethylchroman-4-yl)carbamate